N=1SC=C2C1C=CC(=C2)C2=CN(C=1N=C(N=C(C12)N)NC=1C(=NN(C1)C)C)C(C)C 5-(2,1-Benzothiazol-5-yl)-N2-(1,3-dimethyl-1H-pyrazol-4-yl)-7-isopropyl-7H-pyrrolo[2,3-d]pyrimidine-2,4-diamine